ClC1=CC2=C(CCO2)C=C1NC1=NC=C2N(C(N(C2=N1)C1CCNCC1)=O)C ((6-chloro-2,3-dihydrobenzofuran-5-yl)amino)-7-methyl-9-(piperidin-4-yl)-7,9-dihydro-8H-purin-8-one